2-(4-(3-(trifluoromethyl)-5,6,7,8-tetrahydro-[1,2,4]triazolo[4,3-a]pyrazine-7-carbonyl)phenyl)-1H-benzo[d]imidazole-4-carboxamide FC(C1=NN=C2N1CCN(C2)C(=O)C2=CC=C(C=C2)C2=NC1=C(N2)C=CC=C1C(=O)N)(F)F